NCC1CCC(CC1)(O)CF (1S,4s)-4-(aminomethyl)-1-(fluoromethyl)cyclohexanol